CC1(N(CCC1)CC(=O)NC=1C=C(C(=NC1)C)NC(=O)C=1N=NN2C1C=CC(=C2)C=2C=NN(C2)C2COC2)C N-(5-(2-(2,2-dimethylpyrrolidin-1-yl)acetamido)-2-methylpyridin-3-yl)-6-(1-(oxetan-3-yl)-1H-pyrazol-4-yl)-[1,2,3]triazolo[1,5-a]pyridine-3-carboxamide